C(C)(C)(C)OC(N[C@@H](CC=1C(=NC(=C(C1)OCCCOC)Cl)I)C(C)(C)C)=O (S)-(1-(6-chloro-2-iodo-5-(3-methoxypropoxy)pyridin-3-yl)-3,3-dimethylbut-2-yl)carbamic acid tert-butyl ester